C1OC=2C=C(SC2OC1)C=CC(=O)O 4-ethylenedioxythiophene-acrylic acid